dibutyl-tin bis(butylmaleate) C(CCC)/C(/C(=O)[O-])=C/C(=O)[O-].C(CCC)/C(/C(=O)[O-])=C/C(=O)[O-].C(CCC)[Sn+4]CCCC